BrC=1C=C2C(=NC1)N=NN2 6-Bromo-1H-[1,2,3]triazolo[4,5-b]pyridine